N-tert-butyl-4-[[2-(2-cyclopropylphenyl)acetyl]amino]pyridine-2-carboxamide C(C)(C)(C)NC(=O)C1=NC=CC(=C1)NC(CC1=C(C=CC=C1)C1CC1)=O